Cl.O=C1NC(CCC1NC(=O)C1=NC=CC(=C1)N1CCNCC1)=O N-(2,6-dioxo-piperidin-3-yl)-4-(piperazin-1-yl)-2-pyridineamide hydrochloride